NCCC[Si](O)(C)C 3-aminopropyl-dimethylsilanol